C1OCC12CN(C2)C=2C=C1C(=NC=NC1=C1C2OCC1)N 6-(2-oxa-6-azaspiro[3.3]heptan-6-yl)-8,9-dihydrofuro[2,3-h]quinazolin-4-amine